(1-(4-benzylpiperazin-1-yl)cyclopropyl)methanol C(C1=CC=CC=C1)N1CCN(CC1)C1(CC1)CO